FC=1C=C(C=C(C1)F)S(=O)(=O)N1C[C@@H]2CN(C[C@@H]2C1)C1CCOCC1 (3ar,6as)-2-((3,5-difluorophenyl)sulfonyl)-5-(tetrahydro-2H-pyran-4-yl)octahydropyrrolo[3,4-C]pyrrole